O1C(CCCC1)N1N=CC=2C1=NC=CN2 1-(Oxan-2-yl)-1H-pyrazolo[3,4-b]Pyrazine